N,N'-di-[2-(ethanesulfonyloxy)phenyl]urea C(C)S(=O)(=O)OC1=C(C=CC=C1)NC(=O)NC1=C(C=CC=C1)OS(=O)(=O)CC